(3-((4-methoxybenzyl)oxy)isoxazol-5-yl)methanol [8-(1-octylnonoxy)-8-oxo-octyl](2S)-1-(6-oxo-6-undecoxy-hexyl)-4-(3-pyrrolidin-1-ylpropanoyloxy)pyrrolidine-2-carboxylate C(CCCCCCC)C(CCCCCCCC)OC(CCCCCCC[C@@]1(N(CC(C1)OC(CCN1CCCC1)=O)CCCCCC(OCCCCCCCCCCC)=O)C(=O)OCC1=CC(=NO1)OCC1=CC=C(C=C1)OC)=O